(S)-1-((2-(difluoromethyl)-6-(3-methyl-1H-pyrrolo[2,3-b]pyridin-4-yl)pyridin-3-yl)oxy)-2,4-dimethylpentan-2-amine FC(C1=NC(=CC=C1OC[C@](CC(C)C)(N)C)C1=C2C(=NC=C1)NC=C2C)F